N-{(1r,3S)-3-[({2'-cyclobutyl-3'-fluoro-5-[2-(methanesulfonamido)-2-oxoethyl][1,1'-biphenyl]-2-yl}oxy)methyl]cyclobutyl}-1,4,4-trimethyl-L-prolinamide C1(CCC1)C1=C(C=CC=C1F)C1=C(C=CC(=C1)CC(=O)NS(=O)(=O)C)OCC1CC(C1)NC([C@H]1N(CC(C1)(C)C)C)=O